1-(dimethylamino)-3-(2-(3-methoxyphenethyl)phenoxy)propan-2-yl (2,2,2-trichloro-1-(dimethoxyphosphoryl)ethyl) succinate C(CCC(=O)OC(C(Cl)(Cl)Cl)P(=O)(OC)OC)(=O)OC(CN(C)C)COC1=C(C=CC=C1)CCC1=CC(=CC=C1)OC